methyl-2-[(4-bromo-2-fluorophenyl) methyl]-1-{[(2S)-oxetan-2-yl] methyl}-1H-1,3-benzodiazole-6-carboxylate COC(=O)C=1C=CC2=C(N(C(=N2)CC2=C(C=C(C=C2)Br)F)C[C@H]2OCC2)C1